2-[[6-[(3,6-dichloro-5-cyano-2-pyridyl)amino]-1-(oxetan-3-ylmethyl)-2-oxo-3-quinolyl]oxy]acetic acid ClC=1C(=NC(=C(C1)C#N)Cl)NC=1C=C2C=C(C(N(C2=CC1)CC1COC1)=O)OCC(=O)O